BrC1=C2CCC(C(C2=CC(=C1)Cl)=O)O 5-bromo-7-chloro-2-hydroxy-3,4-dihydronaphthalen-1(2H)-one